Cl.C(C(C)(C)C)OC([C@@H](C)N)=O (R)-2-aminopropionic acid neopentyl ester hydrochloride